ClC=1C(N(C(=NC1[C@@H]1[C@H](C1)C=1C=NN(C1)C([2H])([2H])[2H])C)C1=C(C(=NC=C1C)Cl)F)=O 5-chloro-3-(2-chloro-3-fluoro-5-methylpyridin-4-yl)-2-methyl-6-((1S,2S)-2-(1-(methyl-d3)-1H-pyrazol-4-yl)cyclopropyl)pyrimidin-4(3H)-one